(3-fluorobenzyl)-N-(2-methylpyrimidin-4-yl)pyridineamide FC=1C=C(CC=2C(=NC=CC2)C(=O)NC2=NC(=NC=C2)C)C=CC1